2-bromo-N-(2-(3,4-difluorophenyl)-2,2-difluoroethyl)acetamide BrCC(=O)NCC(F)(F)C1=CC(=C(C=C1)F)F